C[SiH](O[Si](C)(C)O[SiH](C)C)O[Si](C)(C)C methyl-(trimethylsilyloxy)[(dimethylsiloxy)dimethylsiloxy]silane